tert-butyl (2-(N,N-dimethylsulfamoyl)-3,4,5,6-tetrafluorophenyl) carbonate C(OC(C)(C)C)(OC1=C(C(=C(C(=C1F)F)F)F)S(N(C)C)(=O)=O)=O